Tert-butyl 3-[(3aR,4R,6aR)-2,2-dimethyl-6-oxo-tetrahydrocyclopenta[d][1,3]dioxol-4-yl]-2,5-dihydropyrrole-1-carboxylate CC1(O[C@H]2[C@@H](O1)C(C[C@@H]2C=2CN(CC2)C(=O)OC(C)(C)C)=O)C